benzaldehyde (benzal)tert-butyl-2,2-dimethyl-4-oxo-9-thioxo-3,13,16-trioxa-5,8,10-triazanonadecan-19-oate C(C1=CC=CC=C1)=C(C(OC(NCCNC(NCCOCCOCCC(=O)O)=S)=O)(C)C)C(C)(C)C.C(C1=CC=CC=C1)=O